NC1=C(C2=CN(N=C2C=C1Cl)C)/C=C/CC(=O)OC(C)(C)C tert-butyl (E)-4-(5-amino-6-chloro-2-methyl-2H-indazol-4-yl)but-3-enoate